CC1C(C1)CO 2-methylcyclopropanemethanol